1-{5-[2-(dimethylamino)pyridin-4-yl]-1H-pyrazole-3-carbonyl}-N-(4-methylcyclohexyl)piperidine-4-carboxamide CN(C1=NC=CC(=C1)C1=CC(=NN1)C(=O)N1CCC(CC1)C(=O)NC1CCC(CC1)C)C